1-(cis-4-((4-((2',4'-difluoro-4-methoxy-[1,1'-biphenyl]-3-yl)amino)-7-methoxy-quinazolin-6-yl)oxy)-3-fluoropiperidin-1-yl)prop-2-en-1-one FC1=C(C=CC(=C1)F)C1=CC(=C(C=C1)OC)NC1=NC=NC2=CC(=C(C=C12)O[C@@H]1[C@@H](CN(CC1)C(C=C)=O)F)OC